4-(2-(Trifluoromethoxy)phenyl)piperidine tert-butyl-2-[(3S)-5-(4-chlorophenyl)-6-ethyl-2-oxo-1,3-dihydrothieno[2,3-e][1,4]diazepin-3-yl]acetate C(C)(C)(C)OC(C[C@@H]1N=C(C2=C(NC1=O)SC=C2CC)C2=CC=C(C=C2)Cl)=O.FC(OC2=C(C=CC=C2)C2CCNCC2)(F)F